C1(CC1)C=1N=NN(C1)[C@H](C(=O)N1[C@@H](C[C@H](C1)O)C(=O)NC1CCCCC2=C1C=C(C(=C2)OC)OC)C(C)(C)C (2S,4R)-1-[(2S)-2-(4-cyclopropyltriazol-1-yl)-3,3-dimethyl-butanoyl]-N-(2,3-dimethoxy-6,7,8,9-tetrahydro-5H-benzo[7]annulen-5-yl)-4-hydroxy-pyrrolidine-2-carboxamide